ethyl-phosphonic acid monoethyl ester C(C)OP(O)(=O)CC